2-{[(2R)-1-hydroxypropan-2-yl]amino}quinazolin OC[C@@H](C)NC1=NC2=CC=CC=C2C=N1